(S)-1-(4,6-difluorobenzofuran-5-yl)-N-methylpropan-2-amine FC1=C(C(=CC2=C1C=CO2)F)C[C@H](C)NC